CC(CCCCCCCCCCCC)CCCCCCCCCCCC(CCCCCCCCCCCCCCCC)C 13,25-Dimethylhentetracontane